C(C)[C@H]1N(C[C@@H](N(C1)C1=CC(N(C=2C=CC(=NC12)C#N)C)=O)C)C(C)C1=CC=C(C=C1)F 8-[(2s,5r)-5-ethyl-4-[1-(4-fluorophenyl)ethyl]-2-methylpiperazin-1-yl]-5-methyl-6-oxo-5,6-dihydro-1,5-naphthyridine-2-carbonitrile